((2-(((3S,6S,9aS)-3-(3-(5-chloro-4-methoxypyridin-3-yl)azetidine-1-carbonyl)-5-oxooctahydro-1H-pyrrolo[1,2-a]azepin-6-yl)carbamoyl)benzo[b]thiophen-5-yl)fluoromethyl)phosphonic acid ClC=1C(=C(C=NC1)C1CN(C1)C(=O)[C@@H]1CC[C@H]2N1C([C@H](CCC2)NC(=O)C2=CC1=C(S2)C=CC(=C1)C(F)P(O)(O)=O)=O)OC